COC1=CC=C(CN(S(=O)(=O)C=2C=NN(C2)C(COC2=NC=CC(=C2)C2=CC(=C(C(=C2CC(=O)OC(C)(C)C)C(C)C)F)COC)(C)C)CC2=CC=C(C=C2)OC)C=C1 tert-butyl 2-(6-(2-(2-(4-(N,N-bis(4-methoxybenzyl)sulfamoyl)-1H-pyrazol-1-yl)-2-methylpropoxy)pyridin-4-yl)-3-fluoro-2-isopropyl-4-(methoxymethyl)phenyl)-acetate